C(CCCCCCCCCCCCCCCCC)OC(CCC1=CC(=C(C(=C1)C(C)(C)C)O)C(C)(C)C)=O octadecyl-3-(3,5-di-tert-butyl-4-hydroxy-phenyl)propionate